C(C)NSC=1SC2=C(N1)C=CC=C2 N-ethyl-2-benzothiazolylsulfenamide